OC=1C=C(C=CC1C=1N=NC(=CC1)N(C1CC(NC(C1)(C)C)(C)C)C)/C=C/C(=O)NC (E)-3-(3-hydroxy-4-(6-(methyl(2,2,6,6-tetramethylpiperidin-4-yl)amino)pyridazin-3-yl)phenyl)-N-methylacrylamide